NC(CCN(C(C(F)Cl)=O)NC(=O)[C@H](CC(C)C)NC(=O)C1=CC=2C(=CN=CC2)N1)=O N-[(1S)-1-[[(3-amino-3-oxo-propyl)-(2-chloro-2-fluoro-acetyl)amino]carbamoyl]-3-methyl-butyl]-1H-pyrrolo[2,3-c]pyridine-2-carboxamide